(S)-N-[(R)-[1-[(4R)-2,2-dimethyl-1,3-dioxolane-4-carbonyl]piperidin-4-yl][4-methyl-2-(prop-2-en-1-yloxy)phenyl]methyl]-2-methylpropane-2-sulfinamide CC1(OC[C@@H](O1)C(=O)N1CCC(CC1)[C@@H](N[S@@](=O)C(C)(C)C)C1=C(C=C(C=C1)C)OCC=C)C